N[C@@H](/C=C/C(=O)OC)C (R,E)-methyl 4-aminopent-2-enoate